ClC1=CC2=C(N(C(N=C2N2[C@H](CN([C@@H](C2)C)C(C=C)=O)C)=O)C=2C(=NC(=CC2C)C=C)C(C)C)N=C1C1=C(C=CC=C1)F 6-Chloro-4-[(2S,5R)-2,5-dimethyl-4-prop-2-enoyl-piperazin-1-yl]-7-(2-fluorophenyl)-1-(2-isopropyl-4-methyl-6-vinyl-3-pyridyl)pyrido[2,3-d]pyrimidin-2-one